N-((6-(((4-fluorotetrahydro-2H-pyran-4-yl)methyl)amino)-5-nitropyridin-3-yl)sulfonyl)benzamide FC1(CCOCC1)CNC1=C(C=C(C=N1)S(=O)(=O)NC(C1=CC=CC=C1)=O)[N+](=O)[O-]